O[C@H](CC1=C(C=CC=C1)NC1=NC(=NC=C1C(=O)N)NC1=C(C=C2CCN(CC2=C1)C)OC)C1=CC=CC=C1 4-({2-[(2R)-2-hydroxy-2-phenylethyl]phenyl}amino)-2-[(6-methoxy-2-methyl-1,2,3,4-tetrahydroisoquinolin-7-yl)amino]pyrimidine-5-carboxamide